C(CC)C=1OCCN1 n-propyl-2-oxazoline